ClC=1C=C(C=CC1F)OB(O)O 3-chloro-4-fluorophenyl-boric acid